(S)-3-(6-Cyclopropyl-4-(4-fluoro-2-(4-methyl-4H-1,2,4-triazol-3-yl)phenyl)pyridin-2-yl)-6-((3-methylpiperidin-1-yl)methyl)-8-(trifluoromethyl)quinazolin-4(3H)-one C1(CC1)C1=CC(=CC(=N1)N1C=NC2=C(C=C(C=C2C1=O)CN1C[C@H](CCC1)C)C(F)(F)F)C1=C(C=C(C=C1)F)C1=NN=CN1C